C[C@@H]1N([C@@H](CNC1)C)CC(=O)NC1=CC(=CC=C1)NC1C(NC(CC1)=O)=O 2-((2S,6r)-2,6-dimethylpiperazin-1-yl)-N-(3-((2,6-dioxopiperidin-3-yl)amino)phenyl)acetamide